(4R)-4-[3-(6-bromo-7,8-difluoro-1-oxo-2-isoquinolinyl)propyl]-2,2-dimethyl-oxazolidine-3-carboxylic acid benzyl ester C(C1=CC=CC=C1)OC(=O)N1C(OC[C@H]1CCCN1C(C2=C(C(=C(C=C2C=C1)Br)F)F)=O)(C)C